[C@H]12CN(C[C@@H]2C1C(=O)OCC)C(=O)OC(C)(C)C (1R,5S,6s)-3-tert-butyl 6-ethyl 3-azabicyclo[3.1.0]hexane-3,6-dicarboxylate